7-(1-(trifluoromethoxy)ethyl)quinoline-4-carboxylic acid FC(OC(C)C1=CC=C2C(=CC=NC2=C1)C(=O)O)(F)F